methyl-7-(prop-1-en-2-yl)-1h,4h,5h-imidazo[4,5-d]pyridazin-4-one CN1C=NC2=C1C(=NNC2=O)C(=C)C